FC1=C(C=C2N=CC=NC2=C1)CNC=1C=NC=CC1O[C@H]1CNCC1 (R)-N-((7-fluoroquinoxalin-6-yl)methyl)-4-(pyrrolidin-3-yloxy)pyridin-3-amine